methyl 5-bromo-2-(1-cyano-1-cyclopropyl-ethyl)pyrazole-3-carboxylate BrC=1C=C(N(N1)C(C)(C1CC1)C#N)C(=O)OC